C1(=CC=CC=C1)C1=C(C=2NC3=CC=CC=C3C2C=C1)C=1C(=C(C=CC1)C1=C(C=CC=2C3=CC=CC=C3NC12)C1=C(C=CC=C1)C=1C(=CC=CC1)C1=CC=CC=C1)C1=C(C=CC=2C3=CC=CC=C3NC12)C1=CC=CC=C1 (phenylcarbazolyl)(phenylcarbazolyl)[(terphenylyl)carbazolyl]benzene